[Mg+2].C1(=CC=CC=C1)CCC(=O)[O-].C1(=CC=CC=C1)CCC(=O)[O-] benzenepropanoic acid magnesium salt